C(C)(C)(C)OC(=O)N1C[C@H]([C@@H](CC1)NC1=NN2C(C=N1)=C(N=C2C(C)C)C)O.C(C=C)(=O)OCCCCCCCCCOC(C=C)=O 1,9-bis(acryloyloxy)nonane tert-butyl-(3R,4R)-3-hydroxy-4-({7-isopropyl-5-methylimidazo[4,3-f][1,2,4]triazin-2-yl}amino)piperidine-1-carboxylate